2-(2-hydroxypropan-2-yl)quinoline-6-carbaldehyde OC(C)(C)C1=NC2=CC=C(C=C2C=C1)C=O